ClC=1C=C(C(=O)NC=2SC(=CN2)[N+](=O)[O-])C=CC1 3-Chloro-N-(5-nitrothiazol-2-yl)benzamide